acryloyloxy-2-propyl alcohol C(C=C)(=O)OCC(C)O